FC=1C(NC(N(C1)[C@H]1C[C@@H]([C@H](O1)[C@@H](C)O[P@](=O)(OC1=CC=CC2=CC=CC=C12)N[C@@H](C)C(=O)OC(C)C)O)=O)=O isopropyl ((S)-((R)-1-((2S,3S,5R)-5-(5-fluoro-2,4-dioxo-3,4-dihydropyrimidin-1(2H)-yl)-3-hydroxytetrahydrofuran-2-yl)ethoxy)(naphthalen-1-yloxy)phosphoryl)-L-alaninate